3-(7-(2,2,2-trifluoroethyl)quinazolin-4-yl)-3,9-diazaspiro[5.5]undecane FC(CC1=CC=C2C(=NC=NC2=C1)N1CCC2(CC1)CCNCC2)(F)F